1-(Tert-butyl) 5-methyl (R)-3,3-dimethyl-1,3-azasilolidine-1,5-dicarboxylate C[Si]1(CN([C@@H](C1)C(=O)OC)C(=O)OC(C)(C)C)C